tert-butyl 2-methyl-6-oxo-3,6-dihydropyridine-1(2H)-carboxylate CC1N(C(C=CC1)=O)C(=O)OC(C)(C)C